(R)-4-Chloro-2-fluoro-N-(4-(morpholin-2-yl)-phenyl)-benzamid ClC1=CC(=C(C(=O)NC2=CC=C(C=C2)[C@@H]2CNCCO2)C=C1)F